N-trifluoromethanesulfonyl-oxazole FC(S(=O)(=O)N1COC=C1)(F)F